N-(5-(1-isopropylpiperidine-2-carboxamido)-2-methylpyridin-3-yl)-2-(2-methoxypyridin-3-yl)pyrazolo[5,1-b]thiazole-7-carboxamide C(C)(C)N1C(CCCC1)C(=O)NC=1C=C(C(=NC1)C)NC(=O)C=1C=NN2C1SC(=C2)C=2C(=NC=CC2)OC